BrCCCOC1=C(C=CC(=C1)C(F)(F)F)C=1OC2=C(C=CC=C2C(C1)=O)Cl 2-[2-(3-bromopropyloxy)-4-(trifluoromethyl)phenyl]-8-chloro-chromen-4-one